ClC1=C(C(=CC=2C(CCCC12)C=1C=NC(=NC1)N1CCC(CC1)OCCCOC=1C=C2C(N(C(C2=CC1)=O)C1C(NC(CC1)=O)=O)=O)C#N)OCCCl 4-chloro-3-(2-chloroethoxy)-8-(2-(4-(3-((2-(2,6-dioxopiperidin-3-yl)-1,3-dioxoisoindol-5-yl)oxy)propoxy)piperidin-1-yl)pyrimidin-5-yl)-5,6,7,8-tetrahydronaphthalene-2-carbonitrile